C(#N)C1=CC(=C(O[C@@H]2[C@@](CN(C2)S(=O)(=O)C2=C(C#N)C=C(C=C2)C(F)(F)F)(CO)O)C=C1)F 2-(((3r,4s)-4-(4-cyano-2-fluorophenoxy)-3-hydroxy-3-(hydroxymethyl)pyrrolidin-1-yl)sulfonyl)-5-(trifluoromethyl)benzonitrile